6-(azetidin-1-yl)-4-(6-(6-((6-methoxypyridin-3-yl)methyl)-3,6-diazabicyclo[3.1.1]hept-3-yl)pyridin-3-yl)-1H-pyrazolo[3',4':3,4]pyrazolo[1,5-a]pyridine N1(CCC1)C=1C=C(C=2N(C1)N=C1C2C=NN1)C=1C=NC(=CC1)N1CC2N(C(C1)C2)CC=2C=NC(=CC2)OC